C1(=CC=CC=C1)NCCC[SiH2]OCC N-PHENYLAMINOPROPYlETHOXY-SILANE